CC1(OB(OC1(C)C)C1=CC=C(C=2C=CNC12)C#N)C 7-(4,4,5,5-tetramethyl-1,3,2-dioxaborolan-2-yl)-1H-indole-4-carbonitrile